N-(methyl)-gamma-aminopropyl-triethoxysilane CNCCC[Si](OCC)(OCC)OCC